CC(C)N(CC1=CC=CC=C1)C(=O)C(C)(C)C The molecule is a monocarboxylic acid amide that is propanamide substituted by a benzyl and an isopropyl group at the nitrogen atom and two methyl groups at position 2. It is an agrochemical used as a herbicide. It has a role as a xenobiotic, an environmental contaminant, a herbicide and an agrochemical.